aminoguanidinium ketoglutarate O=C(C(=O)[O-])CCC(=O)[O-].NNC(=[NH2+])N.NNC(=[NH2+])N